[Br-].C(=C)N1CC(=CC=C1)CCCCCCCCCCCC 1-vinyl-3-dodecyl-pyridine bromide